5-(3,5-dimethoxy-4-[(4-(piperidin-4-yl)piperidin-1-yl)methyl]phenyl)-1,3,4-trimethyl-1,2-dihydropyridin-2-one COC=1C=C(C=C(C1CN1CCC(CC1)C1CCNCC1)OC)C=1C(=C(C(N(C1)C)=O)C)C